C(C)S(=O)(=O)C1=C(N=C(N1C)N1N=CC(=C1)C(F)(F)F)N1CC2=NC=C(C=C2C1=O)C(F)(F)F 6-[5-ethylsulfonyl-1-methyl-2-[4-(trifluoromethyl)pyrazol-1-yl]imidazol-4-yl]-3-(trifluoromethyl)-7H-pyrrolo[3,4-b]pyridin-5-one